hexamethylene bromide C(CCCCCBr)Br